(2RS)-2-amino-4-[hydroxy(methyl)phosphinoyl]butyric acid N[C@@H](C(=O)O)CCP(=O)(C)O |r|